2-(2,4,6-trimethoxyphenoxy)propionic acid COC1=C(OC(C(=O)O)C)C(=CC(=C1)OC)OC